silicon alloyl-manganese C(C=C)(=O)[Mn].[Si]